2-methoxyethyl (8-amino-6-(5-amino-4-methylpyridin-3-yl)-7-fluoroisoquinolin-3-yl)carbamate NC=1C(=C(C=C2C=C(N=CC12)NC(OCCOC)=O)C=1C=NC=C(C1C)N)F